[Si](C)(C)(C(C)(C)C)OCCC1OC(C2(C1)CCN(CC2)C(=O)[O-])=O 3-(2-((tert-butyldimethylsilyl) oxy) ethyl)-1-oxo-2-oxa-8-azaspiro[4.5]decane-8-carboxylate